4-(7-bromobenzo[d]thiazol-2-yl)-6,7-dihydro-1H-imidazo[4,5-c]pyridin BrC1=CC=CC=2N=C(SC21)C2=NCCC1=C2N=CN1